FS(=O)(=O)N(C(C)=O)S(=O)(=O)F N,N-bis-fluorosulfonylacetamide